CC1=CN=CC(=N1)COC1=CC=C(C=C1)C=1C=C(C(NC1C(F)(F)F)=O)C(=O)N 5-(4-((6-Methylpyrazin-2-yl)methoxy)phenyl)-2-oxo-6-(trifluoromethyl)-1,2-dihydropyridin-3-carboxamide